ClC1=CC=C(CNC(=O)C=2OC=C(N2)C2=NC(=NC=C2C)NC2=CC=NN2C)C=C1 N-(4-chlorobenzyl)-4-(5-methyl-2-((1-methyl-1H-pyrazol-5-yl)amino)pyrimidin-4-yl)oxazole-2-carboxamide